3-(1'-(3-methylbenzyl)-6-oxo-6,8-dihydro-2H,7H-spiro[furo[2,3-e]isoindole-3,4'-piperidin]-7-yl)piperidine-2,6-dione CC=1C=C(CN2CCC3(CC2)COC2=C4CN(C(C4=CC=C23)=O)C2C(NC(CC2)=O)=O)C=CC1